OC=C(C(C(CC)N)N)N 1-hydroxy-2,3,4-trisaminohexene